4-(1H-pyrazol-4-yl)pyridin-2(1H)-on N1N=CC(=C1)C1=CC(NC=C1)=O